(S)-2-(4-(6-((4-cyano-2-fluorobenzyl)oxy)pyridin-2-yl)-2-fluoro-5-methylbenzyl)-1-(oxetan-2-ylmethyl)-1H-thieno[2,3-d]imidazole-5-carboxylic acid methyl ester COC(=O)C1=CC2=C(N=C(N2C[C@H]2OCC2)CC2=C(C=C(C(=C2)C)C2=NC(=CC=C2)OCC2=C(C=C(C=C2)C#N)F)F)S1